BrC=1N=C(C=2N(C1)C(=CN2)C2=C(C=CC(=C2)C(C(F)F)(C)O[Si](C)(C)C(C)(C)C)C)N 6-bromo-3-(5-(2-((tert-butyldimethylsilyl)oxy)-1,1-difluoropropan-2-yl)-2-methylphenyl)imidazo[1,2-a]pyrazin-8-amine